C1(CC1)C1=CC(=NN1)NC1=CC(=CC(=N1)C=1C=C(C=CC1)NC(C=C)=O)C N-(3-(6-((5-cyclopropyl-1H-pyrazol-3-yl)amino)-4-methylpyridin-2-yl)phenyl)acrylamide